C(CCC)OC(C(C(C(=O)OCCCC)CC(C)C)CC(C)C)=O 2,3-diisobutylsuccinic acid dibutyl ester